N-phenyl-1-(4-bromobenzyl)ethylamine C1(=CC=CC=C1)NC(C)CC1=CC=C(C=C1)Br